C1CCCCCC[Sn]12CCCCCCC2 8-stannaspiro[7.7]pentadecane